NCC1=C(N)C(=CC(=C1)F)C 2-(aminomethyl)-4-fluoro-6-methylaniline